FC=1C=NN2C1C(=CC=C2C#N)N2C[C@@]1(C[C@@]1(C2)C(F)(F)F)C2=NN(C=N2)C2CCN(CC2)C 3-Fluoro-4-((1S,5R)-1-(1-(1-methylpiperidin-4-yl)-1H-1,2,4-triazol-3-yl)-5-(trifluoromethyl)-3-azabicyclo[3.1.0]hexan-3-yl)pyrazolo[1,5-a]pyridine-7-carbonitrile